ClC1=CC(=C(C=N1)C1=NC=C(C=C1F)CN1[C@H]([C@H](C1)CS(=O)(=O)C)C)N[C@H](CCO)C (S)-3-((6'-Chloro-3-fluoro-5-(((2S,3S)-2-methyl-3-((methylsulfonyl)methyl)azetidin-1-yl)methyl)-[2,3'-bipyridin]-4'-yl)amino)butan-1-ol